CC(C)(C)[S@@](=O)/N=C/C=1C=C2C(=NN1)N(N=C2)C (R,E)-2-methyl-N-((1-methyl-1H-pyrazolo[3,4-c]pyridazin-5-yl)methylene)propane-2-sulfinamide